C1=CC=C2C(=C1)C(=O)C3=C(C2=O)C(=CC=C3)S(=O)(=O)[O-].[Na+] anthraquinone-alpha-sulfonic acid sodium salt